(4S)-1-fluoro-4-(hydroxymethyl)-6,6-dimethyl-3-azabicyclo[3.1.0]Hexane-3-carboxylic acid FC12CN([C@@H](C2C1(C)C)CO)C(=O)O